NC=1C=NC=C(C1C1=CC(=C(C(=O)NC=2C=C(C(=NC2)C(=O)NCCSCC)Cl)C=C1F)Cl)C#C 5-(4-(3-amino-5-ethynylpyridin-4-yl)-2-chloro-5-fluorobenzamido)-3-chloro-N-(2-(ethylsulfanyl)ethyl)pyridinecarboxamide